Cl.NC12CN(CCC2C1)CCC1=CC=C(C=C1)N1C(N=C(C=C1)NC(=O)N1CCN(CC1)C([C@](CO)(C)N)=O)=O N-(1-(4-(2-(1-Amino-3-azabicyclo[4.1.0]heptan-3-yl)ethyl)phenyl)-2-oxo-1,2-dihydropyrimidin-4-yl)-4-((R)-2-amino-3-hydroxy-2-methylpropanoyl)piperazine-1-carboxamide Hydrochloride Salt